N-(4-(3-phenylisooxazolidin-2-yl)-5-(trifluoromethyl)pyrimidin-2-yl)-1,2,3,4-tetrahydroisoQuinolin-6-amine C1(=CC=CC=C1)C1N(OCC1)C1=NC(=NC=C1C(F)(F)F)NC=1C=C2CCNCC2=CC1